OC1=CC=C(C=C1)CC(=O)N (4-hydroxyphenyl)acetamide